(R)-(2-(2-methoxy-7-methylquinoxalin-5-yl)-7,8-dihydro-[1,4]dioxino[2',3':3,4]benzo[1,2-d]thiazol-7-yl)methyl (6-bromopyridin-3-yl)carbamate BrC1=CC=C(C=N1)NC(OC[C@@H]1OC2=C(C3=C(N=C(S3)C3=C4N=CC(=NC4=CC(=C3)C)OC)C=C2)OC1)=O